FC1(CCNCCCC1)C(=O)OC(C)(C)C tert-butyl 4-fluoroazocane-4-carboxylate